NC1=C(C=C(C=C1C)/C=C/C#N)C (E)-3-(4-amino-3,5-dimethylphenyl)acrylonitrile